2-amino-N-cyclohexyl-5-(4-(piperidin-1-yl)phenyl)nicotinamide NC1=C(C(=O)NC2CCCCC2)C=C(C=N1)C1=CC=C(C=C1)N1CCCCC1